phenyl (3-cyano-5-methylphenyl)carbamate C(#N)C=1C=C(C=C(C1)C)NC(OC1=CC=CC=C1)=O